(2S,3S,4S)-tert-Butyl 2-(6-bromopyridin-2-ylcarbamoyl)-4-fluoro-3-methoxypyrrolidine-1-carboxylate BrC1=CC=CC(=N1)NC(=O)[C@H]1N(C[C@@H]([C@H]1OC)F)C(=O)OC(C)(C)C